BrC(=O)OC(CC)C 1-methylpropyl bromoformate